C(C)N(CC)CCN(CCOC(OC(CCCCCCCCCC(=O)OCC(CCCCCCCC)CCCCCC)CCCCCC)=O)CCO 2-hexyldecyl 3-ethyl-12-hexyl-6-(2-hydroxyethyl)-10-oxo-9,11-dioxa-3,6-diazaheneicosane-21-carboxylate